6-[4-[3-tert-Butyl-5-(5-hydroxypyridin-3-yl)benzoyl]piperazin-1-yl]-N-(3,3,3-trifluoropropylsulfonyl)pyridazine-3-carboxamide C(C)(C)(C)C=1C=C(C(=O)N2CCN(CC2)C2=CC=C(N=N2)C(=O)NS(=O)(=O)CCC(F)(F)F)C=C(C1)C=1C=NC=C(C1)O